(6-isopropyl-2-methylpyridin-3-yl)-4-oxo-4,5-dihydro-3H-1-thia-3,5,8-triazaacenaphthylene-2-carboxamide C(C)(C)C1=CC=C(C(=N1)C)N1C2=C(SC=3N=CC=C(NC1=O)C32)C(=O)N